CC1(C(NC(CC1)=O)=O)N1C(C2=CC(=CC=C2C1)C1CCNCC1)=O 3-methyl-3-[1-oxo-6-(4-piperidyl)isoindolin-2-yl]piperidine-2,6-dione